4-bromo-3-methoxyphenylhydrazine BrC1=C(C=C(C=C1)NN)OC